2-{5-[(1R,4R,7R)-7-amino-2-azabicyclo[2.2.1]heptane-2-carbonyl]-7-methoxy-1-methyl-1H-1,3-benzodiazol-2-yl}-1-(cyclopropylmethyl)-N-[(pyridin-4-yl)methyl]-1H-indol-6-amine N[C@H]1[C@@H]2N(C[C@H]1CC2)C(=O)C2=CC1=C(N(C(=N1)C=1N(C3=CC(=CC=C3C1)NCC1=CC=NC=C1)CC1CC1)C)C(=C2)OC